[Sn+2].C(C)C(C(=O)O)CCCC 2-ethylhexanoic acid tin(II)